ClC1=C(C=NN1C1CCS(CC1)(=NCC)=O)NC1=NC=C(C(=N1)NC12CCC(CC1)(CC2)O)C(F)(F)F (1s,4s)-4-(5-chloro-4-((4-((4-hydroxybicyclo[2.2.2]oct-1-yl)amino)-5-(trifluoromethyl)pyrimidin-2-yl)amino)-1H-pyrazol-1-yl)-1-(ethylimino)hexahydro-1λ6-thiopyran 1-oxide